5-((5-(2-((1R,2S)-2-aminocyclobutoxy)-6-methoxyphenyl)-1H-pyrazol-3-yl)amino)pyrazine-2-carbonitrile N[C@@H]1[C@@H](CC1)OC1=C(C(=CC=C1)OC)C1=CC(=NN1)NC=1N=CC(=NC1)C#N